BrC1=NC(=CC(=C1)N(COCC[Si](C)(C)C)C)SC 2-bromo-N-methyl-6-(methylthio)-N-((2-(trimethylsilyl)ethoxy)methyl)pyridin-4-amine